5-(5-fluoro-1,3-thiazol-2-yl)-2-{3-[(3S)-3-(propan-2-yl)piperazin-1-yl]-1,2,4-triazin-6-yl}phenol FC1=CN=C(S1)C=1C=CC(=C(C1)O)C1=CN=C(N=N1)N1C[C@@H](NCC1)C(C)C